O=C1NC(CCC1N1C(C2=CC=C(C=C2C1=O)NCCCCCC(N1CCCCC1)=O)=O)=O 2-(2,6-dioxopiperidin-3-yl)-5-((6-oxo-6-(piperidin-1-yl)hexyl)amino)isoindoline-1,3-dione